Copper-Aluminium-Nickel [Ni].[Al].[Cu]